4-bromo-6-(methoxycarbonyl)-7-methylspiro[1,3-benzodioxole-2,1'-cyclohexane]-4'-carboxylic acid BrC1=CC(=C(C=2OC3(CCC(CC3)C(=O)O)OC21)C)C(=O)OC